N-methyl-tetrachloropiperidine CN1C(C(CCC1)(Cl)Cl)(Cl)Cl